(4aS,8aR)-6-[6-[[5-(trifluoromethyl)pyrazin-2-yl]methyl]-2-azaspiro[3.3]heptane-2-carbonyl]-4,4a,5,7,8,8a-hexahydropyrido[4,3-b][1,4]oxazin-3-one FC(C=1N=CC(=NC1)CC1CC2(CN(C2)C(=O)N2C[C@H]3[C@H](OCC(N3)=O)CC2)C1)(F)F